Methyl 3-methyl-5-(8-(4,4,5,5-tetramethyl-1,3,2-dioxaborolan-2-yl)isoquinolin-3-yl)picolinate CC=1C(=NC=C(C1)C=1N=CC2=C(C=CC=C2C1)B1OC(C(O1)(C)C)(C)C)C(=O)OC